1-butyl-3-methylimidazoliumdinitrile ammonium salt [NH4+].C(CCC)N1C([N+](C=C1)(C#N)C)C#N